4-amino-N-methyl-N-((1R)-1-(5-(trifluoromethyl)-2-pyridinyl)ethyl)-1,3-dihydrofuro[3,4-c][1,7]naphthyridine-8-carboxamide NC1=NC=2C=NC(=CC2C2=C1COC2)C(=O)N([C@H](C)C2=NC=C(C=C2)C(F)(F)F)C